(1-(6-chloro-1-(1-methyl-1H-pyrazol-4-yl)-1H-indazol-3-yl)ethyl)-3-methyl-1H-pyrazolo[3,4-d]pyrimidin-4-amine ClC1=CC=C2C(=NN(C2=C1)C=1C=NN(C1)C)C(C)N1N=C(C=2C1=NC=NC2N)C